2-(benzo[d][1,3]dioxin-4-yl)-5-methyloctahydropyrrolo[3,4-c]pyrrole dihydrochloride Cl.Cl.O1COC(C2=C1C=CC=C2)N2CC1CN(CC1C2)C